1-(4-((1S,2S)-2-cyclohexyl-6-hydroxy-2-methyl-1,2,3,4-tetrahydronaphthalen-1-yl)phenyl)piperidine-4-carbaldehyde C1(CCCCC1)[C@]1([C@H](C2=CC=C(C=C2CC1)O)C1=CC=C(C=C1)N1CCC(CC1)C=O)C